ClC1=C(C#N)C(=CC(=N1)C)C(F)(F)F 2-chloro-6-methyl-4-trifluoromethyl-nicotinonitrile